CC(C=O)(CCCC(C)C)O 2,6-dimethyl-2-hydroxy-heptanal